dihydroxyamyl benzoate C(C1=CC=CC=C1)(=O)OCCCCC(O)O